OC=1C=CC=2C3(C4=CC=C(C=C4OC2C1)O)OC(C1=CC=CC=C13)=O 3',6'-dihydroxy-3-oxo-3H-spiro[isobenzofuran-1,9'-xanthene]